(R)-6-Methyl-2-(3-((2-(trifluoromethyl)phenoxy)methyl)pyrrolidin-1-yl)pyrimidine-4-carboxylic Acid CC1=CC(=NC(=N1)N1C[C@@H](CC1)COC1=C(C=CC=C1)C(F)(F)F)C(=O)O